OC1=CC=C(C(=O)OCC2=CC=CC=C2)C=C1 Benzyl 4-hydroxybenzoate